NC1=NN2C(C=C(C=C2)C2=C(C=NC(=C2)C)OC2C[C@H]3COC[C@@H](C2)N3C(C)=O)=C1 1-((1R,5S,7s)-7-((4-(2-aminopyrazolo[1,5-a]pyridin-5-yl)-6-methylpyridin-3-yl)oxy)-3-oxa-9-azabicyclo[3.3.1]nonan-9-yl)ethan-1-one